FC=1C=C(C(=NC1)C)[C@@H]1N(CCC1)C1=NC=2N(C=C1)N=CC2C(=O)N[C@@H]2CC[C@H](CC2)O 5-((R)-2-(5-fluoro-2-methylpyridin-3-yl)pyrrolidin-1-yl)-N-((trans)-4-hydroxycyclohexyl)pyrazolo[1,5-a]pyrimidine-3-carboxamide